ClC=1C=C(C=NC1N1N=CC(=N1)C)NC(=O)C=1C=NN(C1C(F)(F)F)C1=C2C=CC=NC2=CC=C1 N-(5-chloro-6-(4-methyl-2H-1,2,3-triazol-2-yl)pyridin-3-yl)-1-(quinolin-5-yl)-5-(trifluoromethyl)-1H-pyrazole-4-carboxamide